4-{[3-(4-{[(3S,4R)-3-fluoro-1-methylpiperidin-4-yl]amino}-1-(2,2,2-trifluoroethyl)-1H-indol-2-yl)prop-2-yn-1-yl]amino}-N-(2-hydroxy-3-methoxypropyl)-3-methoxybenzamide F[C@H]1CN(CC[C@H]1NC1=C2C=C(N(C2=CC=C1)CC(F)(F)F)C#CCNC1=C(C=C(C(=O)NCC(COC)O)C=C1)OC)C